6-(Thiophen-2-ylmethylamino)-9-(tetrahydrofuran-2-yl)purin S1C(=CC=C1)CNC1=C2N=CN(C2=NC=N1)C1OCCC1